5-chloro-8-((4-fluoro-1-((1r,3r)-3-methylcyclobutyl)-1H-indazol-6-yl)sulfonyl)-3-hydroxyquinazoline-2,4(1H,3H)-dione ClC1=C2C(N(C(NC2=C(C=C1)S(=O)(=O)C1=CC(=C2C=NN(C2=C1)C1CC(C1)C)F)=O)O)=O